8-bromo-1-methyl-2,3-dihydroquinolin-4(1H)-one BrC=1C=CC=C2C(CCN(C12)C)=O